FC(OC1=C(C=C(C=C1)OC=1C=NN(C1)COCC[Si](C)(C)C)C1=NN(C=C1NC(=O)C=1C=NN2C1N=CC=C2)C)F N-(3-(2-(difluoromethoxy)-5-((1-((2-(trimethylsilyl)ethoxy)methyl)-1H-pyrazol-4-yl)oxy)phenyl)-1-methyl-1H-pyrazol-4-yl)pyrazolo[1,5-a]pyrimidine-3-carboxamide